C(C)C1=CC=C2C=NN(C2=C1NS(=O)(=O)C=1C=NN(C1)C1=NC=CC(=C1)C(F)(F)F)C N-(6-ETHYL-1-METHYL-1H-INDAZOL-7-YL)-1-(4-(TRIFLUOROMETHYL)PYRIDIN-2-YL)-1H-PYRAZOLE-4-SULFONAMIDE